5-[(1R)-1-(3-chloro-4-fluoro-anilino)ethyl]-N-[(1S)-1-(cyclopentylmethyl)-2-(cyclopropylamino)-2-oxo-ethyl]thiophene-2-carboxamide ClC=1C=C(N[C@H](C)C2=CC=C(S2)C(=O)N[C@H](C(=O)NC2CC2)CC2CCCC2)C=CC1F